7-chloro-6-fluoro-1,4,4,9-tetramethyl-8-(1-methylsulfonyl-1H-indazol-4-yl)-5H-[1,2,4]triazolo[4,3-a]quinoxaline ClC=1C(=C2NC(C=3N(C2=C(C1C1=C2C=NN(C2=CC=C1)S(=O)(=O)C)C)C(=NN3)C)(C)C)F